N-[(6-Amino-2-pyridyl)sulfonyl]-6-(6-isopentyloxy-2-pyridyl)-2-(2,2,4-trimethylpyrrolidin-1-yl)pyridin-3-carboxamid NC1=CC=CC(=N1)S(=O)(=O)NC(=O)C=1C(=NC(=CC1)C1=NC(=CC=C1)OCCC(C)C)N1C(CC(C1)C)(C)C